(2-chloro-5-cyano-7-methyl-6-oxo-thieno[2,3-b]pyridin-4-yl) trifluoromethanesulfonate FC(S(=O)(=O)OC=1C2=C(N(C(C1C#N)=O)C)SC(=C2)Cl)(F)F